N-(5-(4-chloro-2-iodo-1H-pyrrolo[2,3-b]pyridin-3-yl)-2-methylphenyl)acrylamide ClC1=C2C(=NC=C1)NC(=C2C=2C=CC(=C(C2)NC(C=C)=O)C)I